NC1CC2=CC=C(C(=C2C1)Cl)OCCNC(OC(C)(C)C)=O tert-Butyl N-[2-[(2-amino-4-chloro-2,3-dihydro-1H-inden-5-yl)oxy]ethyl]carbamate